2-(1,3-dioxolan-2-yl)-6-[3-[1-(4-methyl-1,2,4-triazol-3-yl)cyclobutyl]phenyl]-1-(p-tolylsulfonyl)-4-(trifluoromethyl)pyrrolo[2,3-c]pyridin-7-one O1C(OCC1)C1=CC2=C(C(N(C=C2C(F)(F)F)C2=CC(=CC=C2)C2(CCC2)C2=NN=CN2C)=O)N1S(=O)(=O)C1=CC=C(C=C1)C